Tert-Butyl 6-[(4-iodopyrazol-1-yl)methylene]-2-azaspiro[3.3]heptane-2-carboxylate IC=1C=NN(C1)C=C1CC2(CN(C2)C(=O)OC(C)(C)C)C1